BrC1=C(C=CC=C1)SC=1C=C2C(=CNC2=CC1)C=1CCN(CC1)CCCCC 5-(2-bromophenyl)thio-3-(1-pentyl-1,2,3,6-tetrahydropyridin-4-yl)-1H-indole